(S)-Methyl 5-(2-(4-(4-(3-bromophenyl)-3-((tertbutyldimethylsilyl)oxy)butyl)-2-oxo-1,3,4-thiadiazinan-3-yl)ethyl)thiophene-2-carboxylate BrC=1C=C(C=CC1)C[C@@H](CCN1N(C(SCC1)=O)CCC1=CC=C(S1)C(=O)OC)O[Si](C)(C)C(C)(C)C